N-(9,9-dimethyl-9H-fluoren-2-yl)-9,9-dimethyl-9H-fluoren-2-amin CC1(C2=CC=CC=C2C=2C=CC(=CC12)NC1=CC=2C(C3=CC=CC=C3C2C=C1)(C)C)C